BrC=1C=C2C(=C(C(N(C2=CC1F)CC1CC(C1)(F)F)=O)C(=O)OCC)Cl ethyl 6-bromo-4-chloro-1-[(3,3-difluorocyclobutyl)methyl]-7-fluoro-2-oxo-quinoline-3-carboxylate